[2-amino-4-(trifluoromethoxy)phenyl]-[4-[2-(oxetan-3-yl)-3H-imidazo[4,5-b]pyridin-7-yl]-1-piperidyl]methanone NC1=C(C=CC(=C1)OC(F)(F)F)C(=O)N1CCC(CC1)C1=C2C(=NC=C1)NC(=N2)C2COC2